3-(6-(3-((tert-butyldimethylsilyl)oxy)propyl)-7,7-dimethyl-5-oxo-6,7-dihydro-5H-pyrrolo[3,4-b]pyridin-2-yl)-1H-indole-7-carbonitrile [Si](C)(C)(C(C)(C)C)OCCCN1C(C2=NC(=CC=C2C1=O)C1=CNC2=C(C=CC=C12)C#N)(C)C